CC=1N=C2N(N=CC=C2CCC)C1 2-methyl-8-propylimidazo[1,2-b]pyridazin